Bis(2,6-dimethoxybenzoyl)benzylphosphine oxide COC1=C(C(=O)P(CC2=CC=CC=C2)(C(C2=C(C=CC=C2OC)OC)=O)=O)C(=CC=C1)OC